N-(4-(((1H-pyrrol-3-yl)methyl)amino)-2-amino-3-fluorophenyl)octanamide N1C=C(C=C1)CNC1=C(C(=C(C=C1)NC(CCCCCCC)=O)N)F